3-(1-methyl-2-pyrrolidinyl)-pyridine CN1C(CCC1)C=1C=NC=CC1